[Cl-].C(C=C)(=O)OCCCC[N+](C)(C)C acryloyloxybutyltrimethylammonium chloride